N-(4-(2-chloro-5-methylpyrimidine-4-yl)phenyl)-3-phenylpropionamide ClC1=NC=C(C(=N1)C1=CC=C(C=C1)NC(CCC1=CC=CC=C1)=O)C